Acrylamide-d3 [2H]C(=C([2H])C(=O)N)[2H]